Cl.N1[C@H](CCC1)CNC(OC1=C(C=C(C2=CC=CC=C12)NS(=O)(=O)C1=CC=C(C=C1)OC)C1=C(C=CC2=CC=CC=C12)O)=O 2-hydroxy-4'-((4-methoxyphenyl)sulfonamido)-[1,2'-binaphthalen]-1'-yl (((R)-pyrrolidin-2-yl)methyl)carbamate hydrochloride